C(C)N(C1=CC(=C(C(=O)C2=C(C(=O)OCCCC)C=CC=C2)C=C1)O)CC butyl 2-[4-(diethylamino)-2-hydroxy-benzoyl]benzoate